tert-butyl N-[(1R)-1-(methoxymethyl)-2-(2,4,6-trichloro pyrimidin-5-yl)oxy-ethyl]carbamate COC[C@H](COC=1C(=NC(=NC1Cl)Cl)Cl)NC(OC(C)(C)C)=O